BrCC1=CC=C(C=C1)C1=NOC(=N1)CC(F)(F)F 3-[4-(bromomethyl)phenyl]-5-(2,2,2-trifluoroethyl)-1,2,4-oxadiazole